FC1=NC=CC(=C1)OCC(=O)N1CC2=C(CC1)N=C(S2)N2C1CN(CC2CC1)C(=O)OC(C)(C)C tert-butyl 8-(5-(2-((2-fluoropyridin-4-yl)oxy)acetyl)-4,5,6,7-tetrahydrothiazolo[5,4-c]pyridin-2-yl)-3,8-diazabicyclo[3.2.1]octane-3-carboxylate